4-(5-fluoroquinolin-2-yl)benzenesulfonamide FC1=C2C=CC(=NC2=CC=C1)C1=CC=C(C=C1)S(=O)(=O)N